ClC1=CC=C(C=C1)CC(CNC(=O)N1CC(OCC1)CC1=CC=C(C=C1)OC)CO N-[2-[(4-chlorophenyl)methyl]-3-hydroxy-propyl]-2-[(4-methoxyphenyl)methyl]morpholine-4-carboxamide